C(C(C)C)(=O)OCN1C(C(CCC1=O)N1C(C2=CC=CC(=C2C1=O)NCCCCCOC1=CC2=C(N(C=N2)C2=CC=C(C=C2)NC(=O)NC=2NN=C(C2)C(C)(C)C)C=C1)=O)=O 3-{4-[5-(1-{4-[3-(5-tert-butyl-2H-pyrazol-3-yl)-ureido]-phenyl} 1H-benzimidazol-5-yloxy)-pentylamino]-1,3-dioxo-1,3-dihydro-isoindol-2-yl}-2,6-dioxopiperidin-1-ylmethyl isobutyrate